N,N,N',N',N'',N''-Hexamethyl-N'''-(2-methyl-2-propanyl)phosphorimidic triamide CN(P(N(C)C)(N(C)C)=NC(C)(C)C)C